(R)-ethyl 2-(2-((6-bromo-2,3-dihydro-1H-inden-1-yl)oxy)-3-cyanophenyl)acetate BrC1=CC=C2CC[C@H](C2=C1)OC1=C(C=CC=C1C#N)CC(=O)OCC